N-(6-fluorochromane-2-carbonyl)-O-((1S,3S)-3-(2-(5,6,7,8-tetrahydro-1,8-naphthyridin-2-yl)ethyl)cyclobutyl)-L-homoserine FC=1C=C2CCC(OC2=CC1)C(=O)N[C@@H](CCOC1CC(C1)CCC1=NC=2NCCCC2C=C1)C(=O)O